O=C1NC[C@H](N1C1=NC2=C(C(=C1)C(F)(F)F)N=CS2)C(=O)N(C)C2=C(C(=C(C=C2)F)Cl)F {(4S)-2-oxo-3-[7-(trifluoromethyl)(1,3-thiazolo[4,5-e]pyridin-5-yl)]imidazolidin-4-yl}-N-(3-chloro-2,4-difluorophenyl)-N-methylformamide